ClC=1C(=NC(=NC1)N[C@@H]1C[C@H]2CO[C@@H]([C@H]1O)O2)C=2C=C1C(=CN(C(C1=CC2C)=O)C)C(C)C 6-(5-chloro-2-(((1S,3R,4S,5R)-4-hydroxy-6,8-dioxabicyclo[3.2.1]octan-3-yl)amino)pyrimidin-4-yl)-4-isopropyl-2,7-dimethylisoquinolin-1(2H)-one